Dimethyltin dithioglycolate C(CS)(=O)[O-].C(CS)(=O)[O-].C[Sn+2]C